2-amino-2-(4-fluoro-3-(trifluoromethoxy)phenyl)acetonitrile NC(C#N)C1=CC(=C(C=C1)F)OC(F)(F)F